BrC1=C2N=CC(=NC2=CC(=C1)C)C(C)=O 1-(5-bromo-7-methylquinoxalin-2-yl)ethanone